1-(6Z,9Z,12Z,15Z-octadecatetraenoyl)-2-nonadecanoyl-glycero-3-phospho-(1'-sn-glycerol) CCCCCCCCCCCCCCCCCCC(=O)O[C@H](COC(=O)CCCC/C=C\C/C=C\C/C=C\C/C=C\CC)COP(=O)(O)OC[C@H](CO)O